3,4-epoxy-cyclohexylethyltri-methoxysilane C1(CC2C(CC1)O2)CC[Si](OC)(OC)OC